COC1(CCNCC1)CCNC(OCCCC)=O butyl 2-(4-methoxypiperidin-4-yl)ethylcarbamate